ClC1=CC=C(C(=N1)C(=O)O)N[C@H](C)C1=CC(=CC=2C=3N(C(=NC12)N1CCOCC1)C=C(N3)C(F)(F)F)C (R)-6-chloro-3-((1-(9-methyl-5-morpholino-2-(trifluoromethyl)imidazo[1,2-c]quinazolin-7-yl)ethyl)amino)picolinic acid